C1(CC1)C(N[S@@](=O)C(C)(C)C)C=1C=CC2=C(N(C=N2)COCC[Si](C)(C)C)C1 (S)-N-(cyclopropyl(1-((2-(trimethylsilyl)ethoxy)methyl)-1H-benzo[d]imidazol-6-yl)methyl)-2-methylpropane-2-sulfinamide